FC1=CC(=C(C=C1)O)[C@@H]1N(C[C@H](C1)F)C=1C=CC=2N(N1)C(=CN2)C=2N=NN(C2)CCNC 4-fluoro-2-((2R,4S)-4-fluoro-1-(3-(1-(2-(methylamino)ethyl)-1H-1,2,3-triazol-4-yl)imidazo[1,2-b]pyridazin-6-yl)pyrrolidin-2-yl)phenol